N1=C(N=CC=C1)NN1C(C2=CC=CC=C2C1=O)=O 2-(pyrimidin-2-ylamino)isoindoline-1,3-dione